C1(CC1)CN[C@H]1CN(CCC1)C=1C=CC=NC1 5-((R)-3-((cyclopropylmethyl)amino)piperidin-1-yl)pyridin